(2R)-2-amino-3-methoxypropionic acid methyl ester hydrochloride Cl.COC([C@@H](COC)N)=O